CN1C=2N(CC[C@@H](C1=O)NC(=O)C1=NN3C(CCC[C@@H]3C3=CC=CC=C3)=N1)N=CC2 (R)-N-((S)-4-methyl-5-oxo-5,6,7,8-tetrahydro-4H-pyrazolo[1,5-a][1,3]diazepin-6-yl)-5-phenyl-5,6,7,8-tetrahydro-[1,2,4]-triazolo[1,5-a]pyridine-2-carboxamide